C(CCC)OC(C#CCCCCCC(=O)OCC)OCCCC ethyl 9,9-dibutoxy-7-nonynoate